(1-methyl-6-oxo-1,4,5,6-tetrahydropyridazin-3-yl)carbamate CN1N=C(CCC1=O)NC([O-])=O